2-((4-(4-(((2-(2,6-dioxopiperidin-3-yl)-6-fluoro-1-oxoisoindoline-5-yl)methyl)(methyl)amino)piperidin-1-yl)-2-isopropoxy-5-methylphenyl)amino)-5-(trifluoromethyl)pyridine O=C1NC(CCC1N1C(C2=CC(=C(C=C2C1)CN(C1CCN(CC1)C1=CC(=C(C=C1C)NC1=NC=C(C=C1)C(F)(F)F)OC(C)C)C)F)=O)=O